N[C@H]1[C@@H]2N(C[C@H]1CC2)C(=O)C2=CC1=C(N(C(=N1)C=1N(C3=C(C=CC=C3C1)CCCO)CC1CC1)C)C(=C2)OC ((1R,4R,7R)-7-amino-2-azabicyclo[2.2.1]heptan-2-yl)(2-(1-(cyclopropylmethyl)-7-(3-hydroxypropyl)-1H-indol-2-yl)-7-methoxy-1-methyl-1H-benzo[d]imidazol-5-yl)methanone